ClC=1C=C(C=CC1F)NC(N(CC1=NNC=2CCCCC12)C1=CC(NC=C1)=O)=O (3-Chloro-4-fluorophenyl)-1-(2-oxo-1,2-dihydropyridin-4-yl)-1-((4,5,6,7-tetrahydro-1H-indazol-3-yl)methyl)urea